(2E)-4-phenylbut-2-enoic acid methyl ester COC(\C=C\CC1=CC=CC=C1)=O